N-({3-nitro-4-[(3-oxocyclohexyl)methoxy]phenyl}sulfonyl)-2-(1H-pyrrolo[2,3-b]pyridin-5-yloxy)benzamide [N+](=O)([O-])C=1C=C(C=CC1OCC1CC(CCC1)=O)S(=O)(=O)NC(C1=C(C=CC=C1)OC=1C=C2C(=NC1)NC=C2)=O